phenoxy-3,4,5-trihydroxyoxane-2-carboxylic acid O(C1=CC=CC=C1)C1(OCC(C(C1O)O)O)C(=O)O